(3S)-1-[2-[4-(o-Tolyl)-2-oxo-chromen-7-yl]oxypropanoyl]piperidin C1(=C(C=CC=C1)C1=CC(OC2=CC(=CC=C12)OC(C(=O)N1CCCCC1)C)=O)C